BrC1=C(C=C(C=C1)C=1OC=NN1)C 2-(4-bromo-3-methylphenyl)-1,3,4-oxadiazole